OC1=CC=2C=CC3=C(C4=C(O3)C=3C=CC=C(C3C=C4)O)C2C=C1 3,11-dihydroxydinaphthofuran